FC1=C(OCC(C(=O)O)(C)C)C(=CC=C1C)CN1CCN(CC1)C(=O)OC(C(F)(F)F)C(F)(F)F 3-(2-Fluoro-6-((4-(((1,1,1,3,3,3-hexafluoropropan-2-yl)oxy)carbonyl)piperazin-1-yl)methyl)-3-methylphenoxy)-2,2-dimethylpropanoic acid